CN1N=C(N=C1SCC)C(=O)OCC ethyl 1-methyl-5-ethylsulfanyl-1,2,4-triazole-3-carboxylate